COC(=O)CCCCCCCCCCCCCCCCCCCCOC=1C2=CC=CC=C2C(=C2C=CC=CC12)OCCCCCCCCCCCCCCCCCCCCC(=O)OC 9,10-bis(methoxycarbonyleicosyloxy)anthracene